C(CCCCCCCC)(=O)NCC1=CC(OC)=C(O)C=C1 nonoyl-vanillyl-amine